FC(C(C(=O)O)(C)C)(C)F 3,3-difluoro-2,2-dimethylbutyric acid